CC(C)C(CC)NCCCCCN N-(2-methylpentane-3-yl)pentane-1,5-diamine